C(=O)N1C(C2=CC=C(C=C2C1)S(=O)(=O)CCOC)C(=O)NC1=CC=C(C=C1)C(C(F)(F)F)(C(F)(F)F)O 2-Formyl-N-[4-(1,1,1,3,3,3-hexafluoro-2-hydroxypropan-2-yl)phenyl]-5-[(2-methoxyethyl)sulfonyl]-2,3-dihydro-1H-isoindole-1-carboxamide